tert-Butyl N-{1-[(4-nitrophenyl)formamido]-3,6,9-trioxa-12-azatetradecan-14-yl}carbamate [N+](=O)([O-])C1=CC=C(C=C1)C(=O)NCCOCCOCCOCCNCCNC(OC(C)(C)C)=O